ON(C(C(=C)CC)=O)O N,N-dihydroxyethyl-acrylamide